C1NCC12CCN(CC2)CC2=CC=C(CC1=NNC3=C1N=C(N=C3N)OCCCC)C=C2 3-(4-((2,7-Diazaspiro[3.5]non-7-yl)methyl)benzyl)-5-butoxy-1H-pyrazolo[4,3-d]pyrimidin-7-amine